C1(CCC1)[C@@H](C1=CC=2N(N=C1)C=C(N2)[C@@H](NC(=O)C2=CC=NN2C([2H])([2H])[2H])C2CCC(CC2)(F)F)NC(CC2CC(C2)(F)F)=O |o1:4| N-((S)-(7-((S*)-Cyclobutyl(2-(3,3-difluorocyclobutyl)acetamido)methyl)imidazo[1,2-b]pyridazin-2-yl)(4,4-difluorocyclohexyl)methyl)-1-(methyl-d3)-1H-pyrazole-5-carboxamide